(1,1-difluoro-2-methoxyethyl)-4-hydroxycyclohexane-1-one FC(COC)(F)C1C(CCC(C1)O)=O